CC1(CC[C@@H](CO1)C1=NC=2C(=NC=CC2C2CCN(CC2)C(=O)C2=CC=C(C=C2)OC(F)(F)F)N1)C |r| (Rac)-[4-[2-(6,6-dimethyltetrahydropyran-3-yl)-3H-imidazo[4,5-b]pyridin-7-yl]-1-piperidyl]-[4-(trifluoromethoxy)phenyl]methanone